tris(pentafluorophenyl)carbon FC1=C(C(=C(C(=C1[C](C1=C(C(=C(C(=C1F)F)F)F)F)C1=C(C(=C(C(=C1F)F)F)F)F)F)F)F)F